CNC([C@H](CSC(C1=CC=CC=C1)(C1=CC=CC=C1)C1=CC=CC=C1)NC([C@H](CSC(C1=CC=CC=C1)(C1=CC=CC=C1)C1=CC=CC=C1)NC(O)=O)=O)=O ((R)-1-(((R)-1-(methylamino)-1-oxo-3-(tritylthio)propan-2-yl)amino)-1-oxo-3-(tritylthio)propan-2-yl)carbamic acid